(S)-1-(6-(2,4-dimethoxypyrimidin-5-yl)-3-fluoroimidazo[1,2-b]pyridazin-8-yl)-4,4-difluoropyrrolidin-3-yl (3-(trifluoromethyl)bicyclo[1.1.1]pentan-1-yl)carbamate FC(C12CC(C1)(C2)NC(O[C@H]2CN(CC2(F)F)C=2C=1N(N=C(C2)C=2C(=NC(=NC2)OC)OC)C(=CN1)F)=O)(F)F